tert-butyl (2R,5S)-4-[7-benzyl-2-[[(2S)-1-methylpyrrolidin-2-yl]methoxy]-6,8-dihydro-5H-pyrido[3,4-d]pyrimidin-4-yl]-2,5-dimethyl-piperazine-1-carboxylate C(C1=CC=CC=C1)N1CC=2N=C(N=C(C2CC1)N1C[C@H](N(C[C@@H]1C)C(=O)OC(C)(C)C)C)OC[C@H]1N(CCC1)C